BrC=1C=C2C(=NC=NC2=CC1)N1CCN(CC1)C1=NC=CC=N1 6-bromo-4-(4-(pyrimidin-2-yl)piperazin-1-yl)quinazoline